C(#N)C=1C=C(C=CC1)C=1C=C2C(=NC1)N=C(N2)C2N(CCCC2F)C#N (6-(3-cyanophenyl)-1H-imidazo[4,5-b]pyridin-2-yl)-3-fluoropiperidine-1-carbonitrile